(2R,6S)-N-[2-(1-benzylpiperidin-4-yl)ethyl]-2,6-dimethyl-4-[5-(pyrrolidine-1-carbonyl)pyrimidin-2-yl]piperazine-1-carboxamide C(C1=CC=CC=C1)N1CCC(CC1)CCNC(=O)N1[C@@H](CN(C[C@@H]1C)C1=NC=C(C=N1)C(=O)N1CCCC1)C